N-(2-fluoroethyl)-2-(2-fluoro-4-methylphenyl)-5-(1H-pyrrolo[2,3-b]pyridin-4-yl)-1-{[2-(trimethylsilyl)ethoxy]methyl}-1H-pyrrole-3-carboxamide FCCNC(=O)C1=C(N(C(=C1)C1=C2C(=NC=C1)NC=C2)COCC[Si](C)(C)C)C2=C(C=C(C=C2)C)F